4'-(4-(4-(4,6-diphenyl-1,3,5-triazin-2-yl)phenyl)naphthalen-1-yl)[1,1'-biphenyl]-4-carbonitrile C1(=CC=CC=C1)C1=NC(=NC(=N1)C1=CC=CC=C1)C1=CC=C(C=C1)C1=CC=C(C2=CC=CC=C12)C1=CC=C(C=C1)C1=CC=C(C=C1)C#N